FC(OC1=CC=C(C=C1)NC(N)=S)(F)F 3-(4-(trifluoromethoxy)phenyl)thiourea